2-(4-Amino-phenyl)-1H-benzoimidazole-5-carboxylic Acid (3-methoxy-phenyl)-amide COC=1C=C(C=CC1)NC(=O)C1=CC2=C(NC(=N2)C2=CC=C(C=C2)N)C=C1